NC1=NC=2C(=CC=CC2C=2N1N=C(N2)C2(CC2)CO)OC [1-(5-amino-7-methoxy[1,2,4]triazolo[1,5-c]quinazolin-2-yl)cyclopropyl]methanol